benzoic acid [1-[4-(phenylthio)benzoyl]heptylidene]amino ester C1(=CC=CC=C1)SC1=CC=C(C(=O)C(CCCCCC)=NOC(C2=CC=CC=C2)=O)C=C1